[N-](S(=O)(=O)C(F)(F)F)S(=O)(=O)C(F)(F)F.C[NH+]1CCCCC1 methylpiperidinium bis(trifluoromethanesulfonyl)imide